2-(2,3-dichloro-4-(2-methylenebutanoyl)phenoxy)-N-(1-methyl-1H-indazol-6-yl)acetamide ClC1=C(OCC(=O)NC2=CC=C3C=NN(C3=C2)C)C=CC(=C1Cl)C(C(CC)=C)=O